1-(4-oxo-4-(4-phenoxyphenyl)butanoyl)pyrrolidine-2-carboxamide O=C(CCC(=O)N1C(CCC1)C(=O)N)C1=CC=C(C=C1)OC1=CC=CC=C1